C(C1=CC=CC=C1)N1CCC(CC1)C(=O)NCC1=C(C=C(C=C1)Br)F 1-benzyl-N-(4-bromo-2-fluorobenzyl)piperidine-4-carboxamide